CN1C(CC(CC1)N(C=1SC=2N=C(SC2N1)C=1C=CC(=C2C=NNC12)C=1C=NNC1)C)C N-(1,2-dimethylpiperidin-4-yl)-N-methyl-5-[4-(1H-pyrazol-4-yl)-1H-indazol-7-yl][1,3]thiazolo[5,4-d][1,3]thiazol-2-amine